C(#N)CCNC=1C=CC(=NC1OC)C1CCN(CC1)C(=O)OC(C)(C)C tert-Butyl 4-(5-((2-Cyanoethyl)amino)-6-methoxypyridin-2-yl)piperidine-1-carboxylate